(E)-N-cyclohexyl-1,1-dimethoxypropane-2-imine C1(CCCCC1)/N=C(/C(OC)OC)\C